C(#N)C(CC[C@@H]1C(N[C@@H](C1)C)=O)O (2S)-1-cyano-1-hydroxy-3-((3S,5R)-5-methyl-2-oxopyrrolidin-3-yl)propan